6-(4-(difluoromethoxy)-2-(methoxymethyl)benzo[d]oxazol-7-yl)-2,3-dihydro-1H-inden-1-one FC(OC1=CC=C(C2=C1N=C(O2)COC)C2=CC=C1CCC(C1=C2)=O)F